C1(CC1)C#CC#CC1=CC=C(C(=O)N[C@H](C(=O)OC)[C@](C(F)F)(C)O)C=C1 methyl (2S,3S)-2-(4-(cyclopropylbuta-1,3-diyn-1-yl)benzamido)-4,4-difluoro-3-hydroxy-3-methylbutanoate